CC1(OC=2C=C(C=C(C2[C@H]2[C@H]1CC=C(C2)C)O)C(=C)CCCCCC)C (6Ar,10aR)-6,6,9-trimethyl-3-oct-1-en-2-yl-6a,7,10,10a-tetrahydrobenzo[c]chromen-1-ol